naphthodioxinone O1C(COC2=C1C1=CC=CC=C1C=C2)=O